Cl.NCC(=O)OC(C)(C)C tert-butyl glycinate HCl